[N].[Li] lithium compound with nitrogen